3-{butyl-[(2-thienylmethyl)carbamoyl]amino}-N,N-bis(2-thienylmethyl)propionamide C(CCC)N(CCC(=O)N(CC=1SC=CC1)CC=1SC=CC1)C(NCC=1SC=CC1)=O